methyl-3-pentadecyn-1-ol CC(CC#CCCCCCCCCCCC)O